FC(C(O)C=1C=C(C2=C(N=C(O2)N2CC3N(C(C2)C3)C(=O)OC(C)(C)C)C1OC(F)(F)F)C=1SC=CN1)F racemic-tert-butyl 3-(5-(2,2-difluoro-1-hydroxyethyl)-7-(thiazol-2-yl)-4-(trifluoromethoxy)benzo[d]oxazol-2-yl)-3,6-diazabicyclo[3.1.1]heptane-6-carboxylate